1-acetyl-5-bromo-2,2-dimethylindol-3-one C(C)(=O)N1C(C(C2=CC(=CC=C12)Br)=O)(C)C